C(C)C(CC)NC=1C=C(C=2N(N1)C(=NN2)C(C)C)NCCC2=CC=CC=C2 N6-(1-ethylpropyl)-3-isopropyl-N8-(2-phenylethyl)-[1,2,4]triazolo[4,3-b]pyridazine-6,8-diamine